Cl.CO methanol HCl salt